5-oxopentanoic acid (S)-tert-butyl ester C(C)(C)(C)OC(CCCC=O)=O